C1(=CC=CC=C1)P(OC(C1=C(C=C(C=C1C)C)C)=O)(OCC)=O (2,4,6-trimethylbenzoyl) ethyl phenylphosphonate